1-(6-bromo-2-pyridyl)-2,2,2-trifluoro-ethanone BrC1=CC=CC(=N1)C(C(F)(F)F)=O